COP(=O)(OC)C(C)(O)P(OC)(OC1=C(C(=CC(=C1)CCCCC)OP(OC)(=O)C(C)(O)P(=O)(OC)OC)C1=CC(=CC=C1)C)=O dimethyl (3'-methyl-4-pentyl-[1,1'-biphenyl]-2,6-diyl) bis((1-(dimethoxyphosphoryl)-1-hydroxyethyl)phosphonate)